1-[2-[2-[2-[2-[2-[2-(2-hydroxyethoxy)ethoxy]ethoxy]ethoxy]ethoxy]ethoxy]ethyl]-7-methylsulfanyl-4H-pyrimido[4,5-d][1,3]oxazin-2-one OCCOCCOCCOCCOCCOCCOCCN1C(OCC2=C1N=C(N=C2)SC)=O